3-azabicyclo[3.2.1]octane-8-carboxamide C12CNCC(CC1)C2C(=O)N